NC1=CC(=C(C=C1)C1C(C1)NC(OC(C)(C)C)=O)CS(=O)(=O)C tert-butyl (2-(4-amino-2-((methylsulfonyl)methyl)phenyl)cyclopropyl)carbamate